FC1(C(CN(CC1)C(=O)OC(C)(C)C)C1CN(C(CC1)=O)CC(F)(F)F)F tert-butyl 4,4-difluoro-6'-oxo-1'-(2,2,2-trifluoroethyl)-[3,3'-bipiperidine]-1-carboxylate